methyl (S)-2-amino-3-[(3S)-2-oxopyrrolidin-3-yl]propanoate N[C@H](C(=O)OC)C[C@H]1C(NCC1)=O